FC([C@@H](C1=CC=C(C=C1)F)N1N=CC(=C1)C=1C(=C(C=CC1)C1=CC=2N(C=C1)N=C(N2)N)F)(C)F |r| racemic-7-(3-(1-(2,2-difluoro-1-(4-fluorophenyl)propyl)-1H-pyrazol-4-yl)-2-fluorophenyl)-[1,2,4]triazolo[1,5-a]pyridin-2-amine